1,3-difluoro-2-(fluoromethyl)propane 2-[(4-fluorophenyl)methyl]-2-azaspiro[3.3]heptan-6-yl-(2R,5S)-4-(6-methoxyquinoxalin-2-yl)-2,5-dimethylpiperazine-1-carboxylate FC1=CC=C(C=C1)CN1CC2(C1)CC(C2)OC(=O)N2[C@@H](CN([C@H](C2)C)C2=NC1=CC=C(C=C1N=C2)OC)C.FCC(CF)CF